COC1=NC2=C(N1C(=O)NCCCC1(CC1)C(F)(F)F)C=C(C=C2)N2CCOCC2 methoxy-6-morpholino-N-(3-(1-(trifluoromethyl)cyclopropyl)propyl)-1H-benzo[d]Imidazole-1-carboxamide